CN(CC(C)C=1SC2=C(N1)C=C(C=C2)[C@@H]2NC[C@H](CC2)C)C N,N-dimethyl-2-(5-((2R,5S)-5-methylpiperidin-2-yl)benzo[d]thiazol-2-yl)propan-1-amine